FC=1C(=C(C=CC1F)[C@H]1[C@@H](CO[C@](C1)(C(F)(F)F)C)C=1NC=2C=CN=C(C2C(C1)=O)C(=O)N)O 2-((3R,4R,6R)-4-(3,4-Difluoro-2-hydroxyphenyl)-6-methyl-6-(trifluoromethyl)tetrahydro-2H-pyran-3-yl)-4-oxo-1,4-dihydro-1,6-naphthyridine-5-carboxamide